CN1C(=C(C=C(C1=O)C)S(=O)(=O)Cl)C 1,2,5-trimethyl-6-oxo-1,6-dihydropyridine-3-sulfonyl chloride